N(=C=O)CCCCCCCCC1CCC(C(C1CCCCCCCCN=C=O)CCCCCCCC)CCCCCC 2,3-bis-(8-isocyanatooctyl)-4-octyl-5-hexylcyclohexane